(methoxymethyl)phenol COCC1=C(C=CC=C1)O